NCCN1C[C@@H](CC1)C(=O)OC Methyl (R)-1-(2-aminoethyl)pyrrolidine-3-carboxylate